Tricyclo[4.2.1.12,5]decan C12C3CCC(C(CC1)C2)C3